N-[(2R,3S)-1-[1-(1-methyl-6-oxo-3-pyridyl)indazol-5-yl]-5-oxo-2-phenyl-pyrrolidin-3-yl]thiazole-4-carboxamide CN1C=C(C=CC1=O)N1N=CC2=CC(=CC=C12)N1[C@@H]([C@H](CC1=O)NC(=O)C=1N=CSC1)C1=CC=CC=C1